C(O)(=O)Br Bromocarbonic acid